4,5-dibromo-o-phenylenediamine BrC1=CC(=C(C=C1Br)N)N